(2S,5R)-3,3-dimethyl-7-oxo-4-thia-1-azabicyclo[3.2.0]heptane-2-carboxylic acid-4,4-dioxide CC1([C@@H](N2C(C[C@H]2S1(=O)=O)=O)C(=O)O)C